C(C)(C)(C)OC(CN(C1(CN(CCN(C1)CC(=O)OC(C)(C)C)CC(OC(C)(C)C)=O)CCCCC(=O)O)CC(OC(C)(C)C)=O)=O 5-(6-(bis(2-(tert-butoxy)-2-oxoethyl)amino)-1,4-bis(2-tert-butoxy-2-oxoethyl)-1,4-diazacycloheptane-6-yl)pentanoic acid